ClC1=CC(=C(C=N1)C(=O)OCC)NC1CCCC1 ethyl 6-chloro-4-(cyclopentylamino)pyridine-3-carboxylate